3-bromo-5h,6h,7h-cyclopenta[b]pyridin-7-amine BrC=1C=C2C(=NC1)C(CC2)N